(2R,4S)-2-((R)-2-(2-hydroxyphenyl)-4,5-dihydrothiazol-4-yl)-3-methylthiazolidine-4-carboxylic acid OC1=C(C=CC=C1)C=1SC[C@@H](N1)[C@H]1SC[C@@H](N1C)C(=O)O